N,N-dipropyl-2-[4-methoxy-3-(2-phenylethoxy)phenyl]ethylamine hydrochloride Cl.C(CC)N(CCC)CCC1=CC(=C(C=C1)OC)OCCC1=CC=CC=C1